N-((R)-2-(difluoromethoxy)-1-(3-(trifluoromethoxy)phenyl)ethyl)-3-hydroxy-4,4-dimethylpentanamide FC(OC[C@@H](C1=CC(=CC=C1)OC(F)(F)F)NC(CC(C(C)(C)C)O)=O)F